(R)-N-(1-(3-((5-bromopyrimidin-2-yl)amino)pyrrolidin-1-yl)isoquinolin-6-yl)acrylamide BrC=1C=NC(=NC1)N[C@H]1CN(CC1)C1=NC=CC2=CC(=CC=C12)NC(C=C)=O